CS(=O)(=O)[O-].C(CCCCCC)[NH+]1CCC(CC1)CCCC 1-heptyl-4-butylpiperidinium methanesulfonate